CC1(C(C(CC1)N1N=C(C=C1C(=O)OCC)N1[C@@H](COCC1)C)=O)C ethyl 2-(3,3-dimethyl-2-oxo-cyclopentyl)-5-[(3R)-3-methylmorpholin-4-yl]pyrazole-3-carboxylate